3-(2'-vinyl-pyridinio)propanesulfonate C(=C)C1=[N+](C=CC=C1)CCCS(=O)(=O)[O-]